N'-ethyl-1,3-propylenediamine C(C)NCCCN